COC(=C(C(=O)O)OC)C1=CC=CC=C1.C(CCCCCCC)(=O)OCC(O)CO glyceryl octanoate dimethoxycinnamate